FC(C=1C=C(C(=O)N)C=C(C1)C(F)(F)F)(F)F 3,5-bis-trifluoromethylbenzamide